CC(C)(CCC(C)(OOC(=O)C=1C=C(C=CC1)C)C)OOC(=O)C=1C=C(C=CC1)C 2,5-dimethyl-2,5-di(m-toluoylperoxy)hexane